2,3-difluorosuccinic acid FC(C(=O)O)C(C(=O)O)F